hydroxyaluminium distearate C(CCCCCCCCCCCCCCCCC)(=O)[O-].C(CCCCCCCCCCCCCCCCC)(=O)[O-].O[Al+2]